N,N-DIMETHYL-2-[METHYL(3-OXOPROPYL)AMINO]ACETAMIDE CN(C(CN(CCC=O)C)=O)C